5-ethynyl-2-((3-(isopentyloxy)-4-(4-methylpiperazin-1-yl)phenyl)amino)-8-methylpyrido[2,3-d]pyrimidin-7(8H)-one C(#C)C1=CC(N(C=2N=C(N=CC21)NC2=CC(=C(C=C2)N2CCN(CC2)C)OCCC(C)C)C)=O